1-(4-fluorophenyl)-5-hydroxy-2-(1-methoxypropyl)indole-3-carbonitrile FC1=CC=C(C=C1)N1C(=C(C2=CC(=CC=C12)O)C#N)C(CC)OC